coniferyl-ferulate C(\C=C\C1=CC(OC)=C(O)C=C1)OC(\C=C\C1=CC(OC)=C(O)C=C1)=O